CCCCCCCCCCCCCCCC(=O)O[C@H](COC(=O)CCCCCCCCC/C=C\CCCCCCCCCC)COP(=O)([O-])OCC[N+](C)(C)C 1-(11Z-docosenoyl)-2-hexadecanoyl-glycero-3-phosphocholine